tert-Butyl-3-(8-bromo-2,3,6,7-tetrahydrobenzo[1,2-b:4,5-b']difuran-4-yl)-3-methoxyazetidine-1-carboxylate C(C)(C)(C)OC(=O)N1CC(C1)(OC)C1=C2C(OCC2)=C(C2=C1OCC2)Br